N2,N2,N6-tris(2-methoxyethyl)-4,8-bis(4-methoxypiperidin-1-yl)-N6-(2,3,4-trimethoxybenzyl)pyrimido[5,4-d]pyrimidine-2,6-diamine COCCN(C=1N=C(C2=C(N1)C(=NC(=N2)N(CC2=C(C(=C(C=C2)OC)OC)OC)CCOC)N2CCC(CC2)OC)N2CCC(CC2)OC)CCOC